C(\C=C\C(=O)O)(=O)O.NC1=C(C(=O)NC(C)C)C=C(C=N1)C1=C(C=C(C=C1)NC([C@H](O)C1=CC(=CC(=C1)F)F)=O)C.NC1=C(C(=O)NC(C)C)C=C(C=N1)C1=C(C=C(C=C1)NC([C@@H](C1=CC(=CC(=C1)F)F)O)=O)C (R)-2-amino-5-(4-(2-(3,5-difluorophenyl)-2-hydroxyacetamido)-2-methylphenyl)-N-isopropylnicotinamide hemifumarate salt